C(C)(C)(C)OC(NC=1SC2=C(C1)C(=C(C=C2)F)Br)=O N-(4-bromo-5-fluoro-benzothien-2-yl)carbamic acid tert-butyl ester